N-[2-(1-benzylpiperidin-4-yl)ethyl]-4-methyl-1-[4-(trifluoromethoxy)phenyl]piperidine-4-carboxamide C(C1=CC=CC=C1)N1CCC(CC1)CCNC(=O)C1(CCN(CC1)C1=CC=C(C=C1)OC(F)(F)F)C